ClC=1C2=C(N=CN1)C1=C(O2)C=CC=C1 4-chlorobenzofuro[3,2-d]pyrimidine